OC=1C=CC(=NC1)NS(=O)(=O)CCCCCC(C)C N-(5-hydroxypyridin-2-yl)-6-methylheptane-1-sulfonamide